2-Succinimido-ethanesulfonyl fluoride C1(CCC(N1CCS(=O)(=O)F)=O)=O